4-[[2-(5-chloro-2-hydroxy-phenyl)acetyl]amino]-N-[1-methyl-1-(2-pyridinyl)ethyl]pyridine-2-carboxamide methyl-laccerate COC(CCCCCCCCCCCCCCCCCCCCCCCCCCCCCCC)=O.ClC=1C=CC(=C(C1)CC(=O)NC1=CC(=NC=C1)C(=O)NC(C)(C1=NC=CC=C1)C)O